O=C1NC(CC[C@H]1N(C=1C=C(C=CC1)N1CCN(CC1)CC(=O)OC(C)(C)C)C)=O t-butyl 2-[4-[3-[[(3R)-2,6-dioxo-3-piperidyl]-methyl-amino]phenyl]piperazin-1-yl]acetate